ClC1=CC=2C(=C3N(CCN(C3)S(=O)(=O)CCOCCC)C2N=C1)C 1-(2-((3-chloro-5-methyl-8,9-dihydropyrido[3',2':4,5]pyrrolo[1,2-a]pyrazin-7(6H)-yl)sulfonyl)ethoxy)propan